trans-(5-Methylpyrazin-2-yl)oxycyclohexanecarboxylic acid methyl ester COC(=O)C1(CCCCC1)OC1=NC=C(N=C1)C